Methyl-2-((2-Amino-9-((2R,3S,4S,5R)-4-fluoro-3-hydroxy-5-(hydroxymethyl)tetrahydrofuran-2-yl)-8-oxo-8,9-dihydro-7H-purin-7-yl)methyl)benzoat COC(C1=C(C=CC=C1)CN1C(N(C2=NC(=NC=C12)N)[C@@H]1O[C@@H]([C@H]([C@H]1O)F)CO)=O)=O